N-(2-cyano-4-cyclopentylphenyl)-2-[(1-methyl-1,2,3,4-tetrazol-5-yl)sulfanyl]-5-nitrobenzamide C(#N)C1=C(C=CC(=C1)C1CCCC1)NC(C1=C(C=CC(=C1)[N+](=O)[O-])SC1=NN=NN1C)=O